C(C)N1OC([C@H]2[C@H]1[C@H](C[C@](C2)(C2=C(C=CC=C2)C)C)C)(C)C |r| rac-(3aR,5R,7S,7aR)-1-ethyl-3,3,5,7-tetramethyl-5-(o-tolyl)octahydrobenzo[c]isoxazole